ClC1=C(N=C(NC1=O)C1=CC=NC=C1)N1CCC(CC1)F 5-chloro-4-(4-fluoro-1-piperidinyl)-2-(4-pyridinyl)-1H-pyrimidin-6-one